COC=1C=C(C2=C(C=CO2)C1)[N+](=O)[O-] 5-Methoxy-7-nitrobenzofuran